CC=1OC2=C(C1C1(CC1)C(=O)O)C=C(C=C2)OCC2=C(N=CS2)C 1-[2-Methyl-5-(4-methyl-thiazol-5-ylmethoxy)-benzofuran-3-yl]-cyclopropanecarboxylic acid